(5-bromo-4-methyl-3-nitropyridin-2-yl)ethanol BrC=1C(=C(C(=NC1)C(C)O)[N+](=O)[O-])C